3,3-dimethyl-7-{[(3S)-3-methylpiperidin-1-yl]methyl}-N-{3-[(1r,3r)-3-cyano-1-[(4-methyl-1,2,4-triazol-3-yl)methyl]cyclobutyl]phenyl}-2H-furo[3,2-b]pyridine-5-carboxamide CC1(COC=2C1=NC(=CC2CN2C[C@H](CCC2)C)C(=O)NC2=CC(=CC=C2)C2(CC(C2)C#N)CC2=NN=CN2C)C